N1(CCC1)CC1=C(N=C(O1)N1CC(C1)(CC)CC)C(=O)NC1=CC(=C(C(=C1)F)OC1CC2CC2C1)F 5-(azetidin-1-ylmethyl)-N-(4-(cis-bicyclo[3.1.0]hex-3-yloxy)-3,5-difluorophenyl)-2-(3,3-diethyl-azetidin-1-yl)oxazole-4-carboxamide